C(C1=CC=CC=C1)OC1CC(C1)C1=CC(=NC(=C1)Cl)Cl 4-(3-(Benzyloxy)cyclobutyl)-2,6-dichloropyridine